C=C1C(N(CC1)C(=O)OC(C)(C)C)=O tert-butyl 3-methylene-2-oxopyrrolidine-1-carboxylate